4-[3-(methylsulfanyl)phenyl]pyridine CSC=1C=C(C=CC1)C1=CC=NC=C1